5,5,8,8-tetramethyl-tetraline CC1(C=2CCCCC2C(C=C1)(C)C)C